N-(3-(5-cyano-2-methoxyphenyl)-1-(2-(dimethylamino)-2-oxoethyl)-1H-pyrazol-4-yl)pyrazolo[1,5-a]pyrimidine-3-carboxamide C(#N)C=1C=CC(=C(C1)C1=NN(C=C1NC(=O)C=1C=NN2C1N=CC=C2)CC(=O)N(C)C)OC